4-bromo-3-methoxypyridine-2-amine BrC1=C(C(=NC=C1)N)OC